(E)-1-[4-[(2-O,3-O,4-O,6-O-Tetraacetyl-beta-D-glucopyranosyl)oxy]phenyl]-3-phenyl-2-propen-1-one C(C)(=O)O[C@H]1[C@@H](O[C@@H]([C@H]([C@@H]1OC(C)=O)OC(C)=O)COC(C)=O)OC1=CC=C(C=C1)C(\C=C\C1=CC=CC=C1)=O